4,6-dibromo-5-chlorobenzofuran BrC1=C(C(=CC2=C1C=CO2)Br)Cl